C1(=CC=CC=C1)C1=NC(=CC(=C1)C1=C(C(=C(C(=C1N1C2=CC=CC=C2C=2C=C(C=CC12)C)N1C2=CC=CC=C2C=2C=C(C=CC12)C)N1C2=CC=CC=C2C=2C=C(C=CC12)C)N1C2=CC=CC=C2C=2C=C(C=CC12)C)C=1SC2=C(N1)C=CC=C2)C2=CC=CC=C2 2-(2-(2,6-diphenylpyridin-4-yl)-3,4,5,6-tetrakis(3-methyl-9H-carbazol-9-yl)phenyl)benzo[d]thiazole